(3Z)-12-iodo-3-dodecen-1-ol ICCCCCCCC\C=C/CCO